BrC=1C=CC2=C(N(C(=N2)OC)C2(CC2)C)C1 6-bromo-2-methoxy-1-(1-methylcyclopropyl)-1H-benzo[d]imidazole